N-(methylsulfinylmethyl)benzamide CS(=O)CNC(C1=CC=CC=C1)=O